CC=1C=CC=C2C(=C(C(=NC12)N1CC2(CN(C2)C(C=C)=O)CC1)C#N)C1=C2C=NNC2=CC=C1C 8-methyl-4-(5-methyl-1H-indazol-4-yl)-2-(2-(2-propenoyl)-2,6-diazaspiro[3.4]octan-6-yl)-3-quinolinecarbonitrile